L-lysine, hydrochloride Cl.N[C@@H](CCCCN)C(=O)O